tert-butyl [(1S,3R)-3-(ethylamino)cyclopentyl]carbamate C(C)N[C@H]1C[C@H](CC1)NC(OC(C)(C)C)=O